2-(1-(1-(5-chloropyrazin-2-yl)piperidin-4-yl)ethoxy)-5-(4-(methylsulfonyl)phenyl)thiazolo[5,4-b]pyridine ClC=1N=CC(=NC1)N1CCC(CC1)C(C)OC=1SC2=NC(=CC=C2N1)C1=CC=C(C=C1)S(=O)(=O)C